Tert-butyl (S)-(4-(((2-amino-3,3,3-trifluoropropyl)amino)methyl)pyridin-2-yl)carbamate N[C@@H](CNCC1=CC(=NC=C1)NC(OC(C)(C)C)=O)C(F)(F)F